ClC1=CC2=C(N=CN(C2=O)CC2(CCN(CC2)C(=O)C2(CC2)C)O)N1C1=CC=C(C=C1)C1NCC(OC1)CC 6-Chloro-7-(4-((36S)-6-ethylmorpholin-3-yl)phenyl)-3-((4-hydroxy-1-(1-methylcyclopropane-1-carbonyl)piperidin-4-yl)methyl)-3,7-dihydro-4H-pyrrolo[2,3-d]pyrimidin-4-one